C1(CCCCC1)P(C1CCCCC1)(C1CCCCC1)[Pd](P(C1CCCCC1)(C1CCCCC1)C1CCCCC1)(Cl)Cl bis(tricyclohexylphosphino)palladium dichloride